COC(=O)C1=C2C(=NC(=C1)Br)CCC2.COC2=C(C=C(C=C2)C)C(=O)C2=CC(=CC=C2)[N+](=O)[O-] (2-methoxy-5-methylphenyl)(3-nitrophenyl)methanone methyl-2-bromo-6,7-dihydro-5H-cyclopenta[b]pyridine-4-carboxylate